(Z)-dodec-9-en-1-ol C(CCCCCCC\C=C/CC)O